C(C)N1N=C2C=CC(=CC2=C1)C1=CC=C(C=O)C=C1 4-(2-ethylindazol-5-yl)benzaldehyde